ClC=1C=C(C=CC1C#N)N1CC2(C[C@@H]1C)CCN(CC2)C(=O)C=2C=CC(=NC2)SC2CCN(CC2)C(=O)OC(C)(C)C tert-Butyl (S)-4-((5-(2-(3-chloro-4-cyanophenyl)-3-methyl-2,8-diazaspiro[4.5]decane-8-carbonyl)pyridin-2-yl)thio)piperidine-1-carboxylate